FC(/C(=C/CC1=CC=CC=C1)/C1=CC=CC=C1)(F)F (E)-4,4,4-trifluoro-1,3-diphenyl-2-butene